ethyl 2-[6-[2-ethoxycarbonyl-4-[2-[6-(3-hydroxypropoxy)-2-naphthyl]ethynyl]phenoxy]hexoxy]-5-[2-[6-(3-hydroxypropoxy)-2-naphthyl]ethynyl]benzoate C(C)OC(=O)C1=C(OCCCCCCOC2=C(C(=O)OCC)C=C(C=C2)C#CC2=CC3=CC=C(C=C3C=C2)OCCCO)C=CC(=C1)C#CC1=CC2=CC=C(C=C2C=C1)OCCCO